C(C)(=O)N1C(CN(CC1C(NCC1=CC=C(C=C1)C1=NC=CC=N1)=O)C(=O)OC(C)(C)C)C tert-butyl 4-acetyl-3-methyl-5-((4-(pyrimidin-2-yl)benzyl)carbamoyl)piperazine-1-carboxylate